CC(C(C)N1CCC(CC1)=C)C (3-methylbutan-2-yl)-4-methylenepiperidine